N-[2-chloro-5-(trifluoromethyl)phenyl]octanamide ClC1=C(C=C(C=C1)C(F)(F)F)NC(CCCCCCC)=O